ethyl 3-guanidino-4-methylbenzoate N(C(=N)N)C=1C=C(C(=O)OCC)C=CC1C